(5-isopropoxy-2-nitrophenyl)-N-methylmethanesulfonamide C(C)(C)OC=1C=CC(=C(C1)CS(=O)(=O)NC)[N+](=O)[O-]